NC1=C2C(=NC=N1)N(N=C2C2=NOC(=C2C2=NC=C(C=N2)C2CCN(CC2)CCCC(=O)OC(C)(C)C)C2CC2)C(C)(C)C tert-butyl 4-[4-[2-[3-(4-amino-1-tert-butyl-pyrazolo[3,4-d]pyrimidin-3-yl)-5-cyclopropyl-isoxazol-4-yl]pyrimidin-5-yl]-1-piperidyl]butanoate